2-amino-5-(3-(pyrrolidin-1-yl)propoxy)phenol NC1=C(C=C(C=C1)OCCCN1CCCC1)O